(E)-2-(2,6-dioxopiperidin-3-yl)-5-(4-(3-(4-(4-(1-(4-hydroxyphenyl)-2-phenylbut-1-en-1-yl)phenyl)-1H-pyrazol-1-yl)propyl)piperazin-1-yl)isoindoline-1,3-dione O=C1NC(CCC1N1C(C2=CC=C(C=C2C1=O)N1CCN(CC1)CCCN1N=CC(=C1)C1=CC=C(C=C1)/C(=C(/CC)\C1=CC=CC=C1)/C1=CC=C(C=C1)O)=O)=O